1-([(1E)-3-pentylinden-1-ylidene]methyl)naphthalene C(CCCC)C1=C/C(/C2=CC=CC=C12)=C\C1=CC=CC2=CC=CC=C12